FC(S(=O)(=O)OC1=CC=C2C(=CN(C2=C1)C)C1C(NC(CC1)=O)=O)(F)F 3-(2,6-dioxopiperidin-3-yl)-1-methyl-1H-indol-6-yl trifluoromethanesulfonate